ethyl 3-(azetidin-3-yl)-3-oxopropionate trifluoroacetate FC(C(=O)O)(F)F.N1CC(C1)C(CC(=O)OCC)=O